diethyltetramethyl-disilazane C(C)[SiH](N([Si](C)(C)C)C)CC